1-(3-(dimethoxy(methyl)silyl)propyl)-4-methylpiperazine CO[Si](CCCN1CCN(CC1)C)(C)OC